BrC1=C(C=CC=C1)C1=CC=C(C=C1)C1=NC=CC=C1 2-(2'-bromo[1,1'-biphenyl]-4-yl)pyridine